OC(C)C=1C(=NC(=CC1)C=1C=NN2C1C=CC(=C2)N2C[C@H]([C@@H](C2)F)N)N2N=C(C=C2C)C#N |r| 1-[3-(1-hydroxyethyl)-6-[6-[rac-(3R,4R)-3-amino-4-fluoropyrrolidin-1-yl]pyrazolo[1,5-a]pyridin-3-yl]pyridin-2-yl]-5-methylpyrazole-3-carbonitrile